2,4-dimethyl-1,5-Pentanediol CC(CO)CC(CO)C